C(C1=CC=CC=C1)OCC=1C=2N(N=C(C1)C(=O)OCC)C=CC2 ethyl 4-[(benzyloxy)methyl]pyrrolo[1,2-b]pyridazine-2-carboxylate